6,8-difluoro-7-(6-fluoro-3-pyridinyl)-5-methyl-pyrido[4,3-b]indole FC1=C(C(=CC=2C3=C(N(C12)C)C=CN=C3)F)C=3C=NC(=CC3)F